(4-(4-(7-((3,5-dimethoxyphenyl)(methyl)amino)quinoxalin-2-yl)-1H-pyrazol-1-yl)piperidin-1-yl)(3-hydroxyazetidin-3-yl)methanone COC=1C=C(C=C(C1)OC)N(C1=CC=C2N=CC(=NC2=C1)C=1C=NN(C1)C1CCN(CC1)C(=O)C1(CNC1)O)C